(R)-N-(8,9-Difluoro-6-oxo-1,4,5,6-tetrahydro-2H-pyrano[3,4-c]isoquinolin-1-yl)-N-methylbenzo[d]oxazole-2-carboxamide FC=1C(=CC=2C3=C(NC(C2C1)=O)COC[C@@H]3N(C(=O)C=3OC1=C(N3)C=CC=C1)C)F